COC(=O)C=1C=C(C=C(C1)C(=O)OC)P([O-])([O-])=O.[Na+].[Na+] sodium (3,5-bis-(methoxycarbonyl)phenyl)phosphonate